C(CC=C)(=O)NC=1C=CC=C2C=CC(=CC12)C1=NC=CC(=N1)C(=O)NC1CCN(CC1)C 2-[8-(but-3-enamido)naphthalen-2-yl]-N-(1-methylpiperidin-4-yl)pyrimidine-4-carboxamide